ClC=1C(=NC(=NC1)N[C@@H](C)[C@@H](C)O)C1=CC=C2CN(C(C2=C1)=O)CC(=O)N[C@H](C)C1=CC(=CC=C1)OC 2-[6-(5-chloro-2-{[(2S,3R)-3-hydroxybutan-2-yl]amino}pyrimidin-4-yl)-1-oxo-2,3-dihydro-1H-isoindol-2-yl]-N-[(1R)-1-(3-methoxyphenyl)-ethyl]acetamide